CC=1C(=C(C(=C2CCCOC12)C)C)C tetramethylchromane